2-(methoxymethyl)acrolein COCC(C=O)=C